BrC1=CC=CN2C(=CC=C12)C(C1=CC(=C(C(=C1)F)F)F)=O 8-bromo-3-(3,4,5-trifluorobenzoyl)indolizine